CNC1=NC=C2C#CC=3C=CN=CC3OCCOC=3C=CC=C(NC=4N=CC1=C2C4)N3 N-methyl-8,11-dioxa-2,14,22,26,29-pentaazapentacyclo[18.6.2.1^{3,7}.0^{12,17}.0^{24,28}]nonacosa-1(27),3,5,7(29),12(17),13,15,20,22,24(28),25-undecaen-18-yn-23-amine